N-(tert-butyl)-2-(2,6-diazaspiro[3.3]heptan-2-yl)acetamide C(C)(C)(C)NC(CN1CC2(C1)CNC2)=O